cobalt-tin selenide [Sn]=[Se].[Co]